BrC=1C(=CC2=C(OC(O2)(C2=CC=CC=C2)C)C1)N 6-bromo-2-methyl-2-phenylbenzo[d][1,3]dioxolan-5-amine